α-naphthylphenyloxazole C1=CC=C(C=C1)C2=CN=C(O2)C3=CC=CC4=CC=CC=C43